N-pentyltetradecan-1-amine C(CCCC)NCCCCCCCCCCCCCC